O=C1NC(CCC1N1CC2=CC(=C(C=C2C1=O)C(=O)O)C)=O 2-(2,6-dioxopiperidin-3-yl)-6-methyl-3-oxoisoindoline-5-carboxylic acid